N1N=CC2=C1C=CC=N2 1,2,4-benzotriazole